COC([C@@H](C1=CC=CC=C1)NC(N(CC=1SC=CC1)CC=1SC=CC1)=O)=O (2R)-{[bis(2-thienylmethyl)carbamoyl]amino}(phenyl)acetic acid methyl ester